C(CCCCC)[S] hexyl-λ1-sulfane